FC(CC[Si]1(O[SiH](O[SiH](O1)C)C)C)(F)F Trifluoropropyl-trimethyl-cyclotrisiloxane